FC1=CC=C(C=C1)S(=O)(=O)N1CC=2C=C(C(=NC2CC1)OC)C(=O)OC methyl 6-((4-fluorophenyl) sulfonyl)-2-methoxy-5,6,7,8-tetrahydro-1,6-naphthyridine-3-carboxylate